2-phenylquinoline C1(=CC=CC=C1)C1=NC2=CC=CC=C2C=C1